C(C)(C)C1=NNC(C=2N1C1=C(C2)SC=C1)=O 5-Isopropylthieno[2',3':4,5]Pyrrolo[1,2-d][1,2,4]Triazin-8(7H)-one